dimethyl-(3-(3-methyl-1-(tetrahydro-2H-pyran-2-yl)-1H-pyrazol-5-yl)-5-((R)-3-methylmorpholino)isothiazolo[4,5-b]pyridin-7-yl)phosphine oxide CP(C1=C2C(=NC(=C1)N1[C@@H](COCC1)C)C(=NS2)C2=CC(=NN2C2OCCCC2)C)(C)=O